COC1=CC=C(OC2CC(C2)C(=O)NC2=CC(=C(C=C2)OC2=NC=CN=C2)C)C=C1 3-(4-methoxyphenoxy)-N-(3-methyl-4-(pyrazin-2-yloxy)phenyl)cyclobutane-1-carboxamide